C1(CC1)C1C(C1)B1OC(C(O1)(C)C)(C)C 2-(2-cyclopropylcyclopropyl)-4,4,5,5-tetramethyl-1,3,2-dioxaborolane